6-(2-(1H-tetrazol-5-yl)phenyl)-N2-benzyl-N4-(2,4-dichlorophenyl)-N2-isobutylpyridine-2,4-diamine N1N=NN=C1C1=C(C=CC=C1)C1=CC(=CC(=N1)N(CC(C)C)CC1=CC=CC=C1)NC1=C(C=C(C=C1)Cl)Cl